CN(/C=C/C(=O)C1=C(N=C(S1)C)OC1=CC(=C(C=C1C)N=CN(C)C)C)C N'-[4-({5-[(E)-3-(dimethylamino)prop-2-enoyl]-2-methyl-1,3-thiazol-4-yl}oxy)-2,5-dimethylphenyl]-N,N-dimethylmethanimidamide